NCCOC1=NC=C(C=C1NC(=O)NC=1C=NC=2N(C1C1CC1)N=C(C2)Cl)Cl 1-[2-(2-aminoethoxy)-5-chloropyridin-3-yl]-3-{2-chloro-7-cyclopropyl-pyrazolo[1,5-a]pyrimidin-6-yl}urea